(3R*,4R*)-4-{[3-(2,4-Difluoro-phenyl)-isoxazole-5-carbonyl]-amino}-1-(2-methyl-cyclopentyl)-piperidine-3-carboxylic acid ((R)-1-cyclobutyl-ethyl)-amide C1(CCC1)[C@@H](C)NC(=O)[C@@H]1CN(CC[C@H]1NC(=O)C1=CC(=NO1)C1=C(C=C(C=C1)F)F)C1C(CCC1)C |o1:9,14|